6-((2-methoxy-4-(4-(methylsulfonyl)piperazin-1-yl)phenyl)amino)-2,4-dimethyl-4,9-dihydro-10H-pyrimido[5,4-b]thiazolo[5,4-e][1,4]diazepin-10-one COC1=C(C=CC(=C1)N1CCN(CC1)S(=O)(=O)C)NC=1N=CC=2NC(C3=C(N(C2N1)C)SC(=N3)C)=O